Cl.Cl.FC=1C=CC2=C(N(C(=N2)C2=CC=C(C=C2)S(=O)(=O)C)C)C1 6-fluoro-1-methyl-2-(4-(methylsulfonyl)phenyl)-1H-benzo[d]imidazole dihydrochloride